C(C)(C)(C)OC(=O)N1CC2=C(CC1)C=1C(=CC(=C(C1OC2=O)C)N2C[C@@H](N(CC2)C)COC)C (R)-tert-butyl-8-(3-(methoxymethyl)-4-methylpiperazin-1-yl)-7,10-dimethyl-5-oxo-4,5-dihydro-1H-chromeno[3,4-c]pyridine-3(2H)-carboxylate